[N-](S(=O)(=O)C(F)(F)C(F)(F)F)S(=O)(=O)C(F)(F)C(F)(F)F.C[N+]1(CCCCC1)CCCCCCC 1-methyl-1-heptylpiperidinium bis(pentafluoroethanesulfonyl)imide salt